Methyl (E)-2-[2-[4-chloro-5-(trifluoromethyl)thiazol-2-yl]oxyphenyl]-3-methoxy-prop-2-enoate ClC=1N=C(SC1C(F)(F)F)OC1=C(C=CC=C1)/C(/C(=O)OC)=C\OC